N-[(5-bromopyrimidin-2-yl)methyl]-N-(cyanomethyl)nitrous amide BrC=1C=NC(=NC1)CN(N=O)CC#N